1-hydroxy-3-methyl-2-phospholene-1-oxide OP1(C=C(CC1)C)=O